N=1C=CNC=C2C1C=CC=C2 4H-1,4-benzodiazepine